N-[(1-methyl-1H-imidazol-4-yl)-methyl]-acetamide CN1C=NC(=C1)CNC(C)=O